OCCNCC1=CC=CC=2NC(=NC21)C=2C=CC(=C1C=NC(C21)=O)C2=CNC1=NC=CC=C12 7-(4-(((2-hydroxyethyl)amino)methyl)-1H-benzo[d]imidazol-2-yl)-4-(1H-pyrrolo[2,3-b]pyridin-3-yl)isoindol-1-one